tert-butyl N-(1-acetyl-4-piperidyl)carbamate C(C)(=O)N1CCC(CC1)NC(OC(C)(C)C)=O